C(C1=CC=CC=C1)N1CCC(CC1)CCNC(=O)N1[C@@H](CN(CC1)C1=NC=C(N=C1)C(F)(F)F)C (2R)-N-[2-(1-benzylpiperidin-4-yl)ethyl]-2-methyl-4-[5-(trifluoromethyl)pyrazin-2-yl]piperazine-1-carboxamide